N-(4-(2-ethyl-4-(3-methylphenyl)-1,3-thiazol-5-yl)-2-pyridinyl)benzamide C(C)C=1SC(=C(N1)C1=CC(=CC=C1)C)C1=CC(=NC=C1)NC(C1=CC=CC=C1)=O